2-[(isopropylideneamino)oxy]ethyl (2R)-2-{4-[(6-chloroquinoxalin-2-yl)oxy]phenoxy}propanoate ClC=1C=C2N=CC(=NC2=CC1)OC1=CC=C(O[C@@H](C(=O)OCCON=C(C)C)C)C=C1